bis(3,4,6-trichloro-2-{[2-(2-methylphenyl)ethoxy]carbonyl} phenyl)oxalate ClC=1C(=C(C(=CC1Cl)Cl)OC(C(=O)OC1=C(C(=C(C=C1Cl)Cl)Cl)C(=O)OCCC1=C(C=CC=C1)C)=O)C(=O)OCCC1=C(C=CC=C1)C